3-hydroxy-2-iodo-N-methoxy-N-methyl-5-(trifluoromethyl)benzamide OC=1C(=C(C(=O)N(C)OC)C=C(C1)C(F)(F)F)I